4-methylene-1,3-di-oxol-2-one C=C1OC(OC1)=O